3-ethyl-4-oxothiazolidine C(C)N1CSCC1=O